BrC1=CC=C(C(=N1)OCC1=C(C=C(C=C1)Cl)F)[N+](=O)[O-] 6-bromo-2-((4-chloro-2-fluorobenzyl)oxy)-3-nitropyridine